N[C@@H]1C[C@@H](N(C1)C1=NC(=CC=C1C)NC1=CC2=C(C=N1)SC(=N2)C2=NC=CC=C2C)CO [(2R,4R)-4-Amino-1-(3-methyl-6-{[2-(3-methylpyridin-2-yl)-[1,3]thiazolo[5,4-c]pyridin-6-yl]amino}pyridin-2-yl)pyrrolidin-2-yl]methanol